[2H5]-2,3-pentanedione C(C(C(C(C)([2H])[2H])=O)=O)([2H])([2H])[2H]